BrC=1C=C2CN(CC2=CC1)C=1SC2=C(N1)CCCC2 2-(5-Bromoisoindolin-2-yl)-4,5,6,7-tetrahydrobenzo[d]thiazole